C(CCCCCC(C)(C)C)(=O)[O-].C(CCCCCC(C)(C)C)(=O)[O-].[C+2] carbon (dineodecanoate)